amino-hydroxypteridine NC1=NC(=NC2=NC=CN=C12)O